2-(9-anthryl)-5-[(1H-inden-3-yl)methyl]pyrrole C1=CC=CC2=CC3=CC=CC=C3C(=C12)C=1NC(=CC1)CC1=CCC2=CC=CC=C12